S([O-])(O)(=O)=O.[Na+].CC(=O)C.[Na+].S([O-])(O)(=O)=O sodium acetone sodium bisulfate